NC=1OCC(C1)=O 2-amino-4-oxo-4,5-dihydrofuran